(R)-(6-(dimethylamino)pyrazolo[1,5-a]pyridin-3-yl)(4-(4-(trifluoromethyl)pyrazolo[1,5-a]pyridin-2-yl)-6,7-dihydro-1H-imidazo[4,5-c]pyridin-5(4H)-yl)methanone CN(C=1C=CC=2N(C1)N=CC2C(=O)N2[C@H](C1=C(CC2)NC=N1)C1=NN2C(C(=CC=C2)C(F)(F)F)=C1)C